N-{4-[7-Ethyl-3-(pyridin-2-yl)-1H-pyrrolo[3,2-b]pyridin-2-yl]pyridin-2-yl}-2-(4-fluorophenyl)acetamid C(C)C1=C2C(=NC=C1)C(=C(N2)C2=CC(=NC=C2)NC(CC2=CC=C(C=C2)F)=O)C2=NC=CC=C2